C(C)OC(CCN(C(CC(=O)OCC)=O)C1=CC=CC=C1)=O ethyl 3-((3-ethoxy-3-oxopropyl) (phenyl) amino)-3-oxopropionate